ClC1=CC=C(CNC2=CC(=NC=3N2N=C(C3C=3C=C2C(=NN(C2=CC3)C)C)C)C)C=C1 N-(4-chlorobenzyl)-3-(1,3-dimethyl-1H-indazol-5-yl)-2,5-dimethylpyrazolo[1,5-a]pyrimidin-7-amine